COC1=CC=C(C=C1)C#CC(=C(C#CC1=CC=C(C=C1)OC)C#CC1=CC=C(C=C1)OC)[SiH3] tris(4-methoxyphenylethynyl)vinylsilane